C1(CC1)C1=NN(C(=N1)C1CC(CC1)N1CC2(CS(C2)(=O)=O)CC1)C(C)C 6-(3-(3-cyclopropyl-1-isopropyl-1H-1,2,4-triazol-5-yl)cyclopentyl)-2-thia-6-azaspiro[3.4]octane 2,2-dioxide